C[C@H](CCC=C)OC1=C(C=C(C(=N1)C(=O)N)[N+](=O)[O-])C(F)(F)F 6-[(1R)-1-methylpent-4-enoxy]-3-nitro-5-(trifluoromethyl)pyridine-2-carboxamide